C1(=CC=C(C=C1)C(=C)NC(C)=O)C1=CC=CC=C1 N-(1-([1,1'-biphenyl]-4-yl)vinyl)acetamide